Trans-3-((6-(5-(bromomethyl)-1-methyl-1H-pyrazol-4-yl)pyridin-3-yl)oxy)cyclohexane-1-carboxylic acid isopropyl ester C(C)(C)OC(=O)[C@@H]1C[C@H](CCC1)OC=1C=NC(=CC1)C=1C=NN(C1CBr)C